6,7-dinitroquinoxaline-2,3-diamine [N+](=O)([O-])C=1C=C2N=C(C(=NC2=CC1[N+](=O)[O-])N)N